4-methyl-4-[methyl-[2-(2-pyridylmethoxy)ethyl]amino]pent-2-ynethioic acid S-methyl ester CSC(C#CC(C)(N(CCOCC1=NC=CC=C1)C)C)=O